4-isocyanatophenyl-4-isothiocyanatophenyl thioether N(=C=O)C1=CC=C(C=C1)C1=C(C=CC(=C1)N=C=S)SC1=C(C=C(C=C1)N=C=S)C1=CC=C(C=C1)N=C=O